C(C(=C)C)(=O)O.NC(=O)OCC monourethane monomethacrylate